OC=1C(=C2C(=C(N(C2=CC1)C1=CC=CC=C1)C1=CC=C(C=C1)O)C(=O)NC)CN1CCCCC1 hydroxy-2-(4-hydroxyphenyl)-N-methyl-1-phenyl-4-(piperidin-1-ylmethyl)-1H-indole-3-carboxamide